COC1=C(C=CC=C1)C1=CC=C(C=C1)CNCCNS(=O)(=O)C=1C=2C=CN=CC2C=CC1 N-(2-(((2'-Methoxy-[1,1'-biphenyl]-4-yl)methyl)amino)ethyl)isoquinoline-5-sulfonamide